tert-butyl (4-(4-cyclopropyl-6-methoxypyridin-2-yl)benzyl)carbamate C1(CC1)C1=CC(=NC(=C1)OC)C1=CC=C(CNC(OC(C)(C)C)=O)C=C1